N-(4-Cyanobenzyl)-6-((1-((1,3-dimethoxy-2-methylpropan-2-yl)sulfonyl)cyclopropyl)methyl)-1-methyl-7-oxo-4,5,6,7-tetrahydro-1H-pyrazolo[3,4-c]pyridine-3-carboxamide C(#N)C1=CC=C(CNC(=O)C2=NN(C=3C(N(CCC32)CC3(CC3)S(=O)(=O)C(COC)(COC)C)=O)C)C=C1